CC1(C(C1)C1=CC(=C(C=C1)OC)Cl)C 1-(2,2-dimethylcyclopropyl)3-chloro-4-methoxybenzene